di-dimethyl-pyridineamine di-zinc [Zn].[Zn].CC1=C(C(=NC=C1)N)C.CC1=C(C(=NC=C1)N)C